phenethyl-λ1-azane C(CC1=CC=CC=C1)[N]